1,3-dibenzyl-6-(methylthio)-5-phenyl-3,5-dihydroimidazo[4,5-c][1,2]thiazine-4(1H)-one 2,2-dioxide C(C1=CC=CC=C1)N1S(C(C(C2=C1N=C(N2C2=CC=CC=C2)SC)=O)CC2=CC=CC=C2)(=O)=O